C(CC)C(C(=O)Cl)CCC 2,2-Di-n-propylacetyl chloride